COC1=CC(=C(NC(CC(=O)OC)=O)C=C1C)C methyl 3-(4-methoxy-2,5-dimethyl-anilino)-3-oxo-propanoate